(S)-N'-(((R)-3-(methoxymethyl)-1,2,3,5,6,7-hexahydro-s-indacen-4-yl)carbamoyl)-6,6-dimethyl-6,7-dihydro-5H-pyrazolo[5,1-b][1,3]oxazine-3-sulfonimidamide COC[C@@H]1CCC2=CC=3CCCC3C(=C12)NC(=O)N=[S@@](=O)(N)C=1C=NN2C1OCC(C2)(C)C